ethyl 8-(4-(4-(trifluoromethoxy)phenoxy)benzoyl)-3,8-diazabicyclo[3.2.1]octane-1-carboxylate FC(OC1=CC=C(OC2=CC=C(C(=O)N3C4(CNCC3CC4)C(=O)OCC)C=C2)C=C1)(F)F